Boc-(S)-1-((3-chloro-5-(quinolin-4-yl)pyridin-2-yl)oxy)-2,4-dimethylpentan-2-amine C(=O)(OC(C)(C)C)[C@H](C(CC(C)C)(N)C)OC1=NC=C(C=C1Cl)C1=CC=NC2=CC=CC=C12